NCC=1C=C2C=C(N(C2=CC1)CCCOC)CN1C(C2(C3=CC=C(C=C13)C(F)(F)F)CC2)=O 1'-((5-(aminomethyl)-1-(3-methoxypropyl)-1H-indol-2-yl)methyl)-6'-(trifluoromethyl)spiro[cyclopropane-1,3'-indol]-2'-one